(S)-6,7-dichloro-1-isopropyl-3-phenyl-1,2,3,4-tetrahydroquinoxaline ClC=1C=C2N[C@H](CN(C2=CC1Cl)C(C)C)C1=CC=CC=C1